4-pentyl-ε-caprolactone C(CCCC)C1CCC(=O)OCC1